ClC1=C(C(=CC=C1)Cl)C1=NN=C(O1)C=1C(=NC=C(C1)C=1C=NNC1)N 3-(5-(2,6-dichlorophenyl)-1,3,4-oxadiazol-2-yl)-5-(1H-pyrazol-4-yl)pyridin-2-amine